C(C)(C)(C)C1=NOC(=N1)C(=O)NCC1=C(C=C(C=C1)C1=C2C(=NC=C1)NC(=N2)C2N(C1CCC2C1)C(=O)OC(C)(C)C)F tert-Butyl 3-(7-(4-((3-(tert-butyl)-1,2,4-oxadiazole-5-carboxamido)methyl)-3-fluorophenyl)-3H-imidazo[4,5-b]pyridin-2-yl)-2-azabicyclo[2.2.1]heptane-2-carboxylate